FC1=CC=C(C=C1)C(C)C1=C(N=C(C(=N1)C(=O)N)COC)NCCN1CCCC1 6-(1-(4-fluorophenyl)ethyl)-3-(methoxymethyl)-5-((2-(pyrrolidin-1-yl)ethyl)amino)pyrazine-2-carboxamide